3-(4-chlorophenyl)-4-(4-fluorobenzyl)-1-isopropylpiperazine-2,5-dione ClC1=CC=C(C=C1)C1C(N(CC(N1CC1=CC=C(C=C1)F)=O)C(C)C)=O